N-(3-(2-((2-hydroxyethyl)amino)-8-methoxypyrido[3,4-d]pyrimidin-6-yl)-4-methylphenyl)-3-(trifluoromethyl)benzamide OCCNC=1N=CC2=C(N1)C(=NC(=C2)C=2C=C(C=CC2C)NC(C2=CC(=CC=C2)C(F)(F)F)=O)OC